N,N'-(2,2,3,3-tetrafluoro-1,4-dioxo-1,4-butanediyl)bis-glycine FC(C(=O)NCC(=O)O)(C(C(=O)NCC(=O)O)(F)F)F